FC(OC1=CC=C(CN2C(C=3N(C=C2)C=NC3)=O)C=C1)(F)F 7-(4-(trifluoromethoxy)benzyl)imidazo[1,5-a]pyrazin-8(7H)-one